2,4-dihydroxybutyryl-phosphate OC(C(=O)OP(=O)([O-])[O-])CCO